Cl.N[C@H]1CN(CCC1)C1=NN=C2N1C=CC(=C2)C#N 3-[(3R)-3-amino-1-piperidyl]-[1,2,4]triazolo[4,3-a]pyridine-7-carbonitrile hydrochloride